C(C)(C)(C)OC(=O)N1CCC(CC1)COC1=NC=CC(=C1)C(CC(=O)OCC)C1CC1 tert-butyl-4-(((4-(1-cyclopropyl-3-ethoxy-3-oxopropyl) pyridine-2-yl) oxy) methyl)-piperidine-1-carboxylate